thiouronium tetrafluoroborate F[B-](F)(F)F.[NH2+]=C(S)N